C(C([2H])([2H])[2H])(N1C[C@@H](CCC1)NC=1C(N(C(=NN1)C1=C(C2=CC=CC=C2C=C1)O)C)=O)([2H])[2H] (R)-6-((1-(ethyl-d5)piperidin-3-yl)amino)-3-(1-hydroxynaphthalen-2-yl)-4-methyl-1,2,4-triazine-5(4H)-one